FC=1C(=C(C=CC1)N(C(OC(C)(C)C)=O)C=1C=NC2=CC=CC=C2C1)N1N=CC=C1C=O tert-butyl [3-fluoro-2-(5-formyl-1H-pyrazol-1-yl)phenyl]quinolin-3-ylcarbamate